5-(2-(3-Cyclopropylphenyl)pyridin-3-yl)-1H-indazole C1(CC1)C=1C=C(C=CC1)C1=NC=CC=C1C=1C=C2C=NNC2=CC1